FC1=C(C(=CC2=C1CCCO2)O)N2CC(NS2(=O)=O)=O 5-(5-fluoro-7-hydroxy-3,4-dihydro-2H-1-benzopyran-6-yl)-1λ6,2,5-thiadiazolidine-1,1,3-trione